AMINO-(PYRROLIDIN-3-YL)-ACETIC ACID NC(C(=O)O)C1CNCC1